C(CCC)C=1N(C(=C(N1)Cl)C=O)CC1=C(C=C(C=C1)Cl)Cl 2-butyl-4-chloro-1-(2,4-dichlorobenzyl)-1H-imidazole-5-carbaldehyde